C(O)([O-])=O.[K+] Kalium hydrogencarbonate